BrC=1N=C(C(=NC1)N)C1=C(C=C(C=C1)F)F 5-bromo-3-(2,4-difluorophenyl)pyrazin-2-amine